FC=1C(=CC(=C(C1)N1C(C=CC2=CC(=CC=C12)S(=O)(=O)N(CC1=CC=C(C=C1)OC)C1=NOC=C1)=O)OC)[C@@H]1C[C@H](C1)OC(F)(F)F trans-(P)-1-(5-fluoro-2-methoxy-4-(3-(trifluoromethoxy)cyclobutyl)phenyl)-N-(isoxazol-3-yl)-N-(4-methoxybenzyl)-2-oxo-1,2-dihydroquinoline-6-sulphonamide